CC1=C(C(=C(C(=C1C)OCCCC)C)C)O 2,3,5,6-tetramethyl-4-butoxyphenol